iridium azide [Ir](N=[N+]=[N-])(N=[N+]=[N-])N=[N+]=[N-]